1-[3-(azidomethyl)pyrazol-1-yl]-2-methyl-propan-2-ol N(=[N+]=[N-])CC1=NN(C=C1)CC(C)(O)C